CC1=C(C=C(C(=O)NCC2=NC=C3C=CC(=NC3=C2)C2=NC(=CC=C2)N2CCOCC2)C=C1)S(=O)(=O)C 4-methyl-3-(methylsulfonyl)-N-((2-(6-morpholinopyridin-2-yl)-1,6-naphthyridin-7-yl)methyl)benzamide